2-(4-allyl-2-fluoro-6-(1H-benzimidazol-5-yl)phenyl)propan-2-ol methyl-(Z)-4-(1-acetoxy-2-(5,6,7,8-tetrahydro-5,5,8,8-tetramethyl-2-naphthalenyl)ethenyl)benzoate CC1=C(C(=O)OC(C)(C)C2=C(C=C(C=C2C2=CC3=C(NC=N3)C=C2)CC=C)F)C=CC(=C1)/C(=C/C1=CC=2C(CCC(C2C=C1)(C)C)(C)C)/OC(C)=O